C(C)(C)(C)C=1C=C(CN(C(CN(S(=O)(=O)C2=C(C(=C(C(=C2F)F)F)F)F)CC2=C(C(=C(C=C2)F)F)F)=O)C2=C(C=C(C(=O)O)C=C2)OC)C=C(C1)C1CC1 4-(N-(3-(tert-butyl)-5-cyclopropylbenzyl)-2-(N-(2,3,4-trifluorobenzyl)-(2,3,4,5,6-pentafluoro-phenyl)sulfonamido)acetamido)-3-methoxybenzoic acid